(1E,2E)-N1,N2,1,2-tetraphenyl-ethane-1,2-diimine C1(=CC=CC=C1)/N=C(/C(=N/C1=CC=CC=C1)/C1=CC=CC=C1)\C1=CC=CC=C1